OC1=C(C2=C(S1)OCCO2)O dihydroxyethylenedioxythiophene